N(=[N+]=[N-])C(C1=CC=CC=C1)Br azido-benzyl bromide